N1C(=NC=C2C1=NC=C2)N PYRROLO[2,3-D]PYRIMIDIN-2-AMINE